C/C=C(/C(=O)OC)\N Methyl aminocrotonate